C(C)(C)(C)OC(NC1=C(N=CS1)C)=O N-(4-methylthiazol-5-yl)carbamic acid tert-butyl ester